N1N(NC2=C1C=CC=C2)C=2C=C1C=CC=CC1=CC2O 6-(1,3-dihydro-2H-benzo[d][1,2,3]triazol-2-yl)-7-hydroxynaphthalene